C12CC(C1)(C2)CO 3-bicyclo[1.1.1]pentanyl-methanol